(R)-4-((2-chlorophenyl)diphenylmethyl)-3-methylpiperazin-2-one ClC1=C(C=CC=C1)C(N1[C@@H](C(NCC1)=O)C)(C1=CC=CC=C1)C1=CC=CC=C1